2-(2-(ethylthio)-7-(4-fluorophenyl)pyrazolo[1,5-a]pyrimidin-3-yl)-5-((trifluoromethyl)thio)benzo[d]oxazole C(C)SC1=NN2C(N=CC=C2C2=CC=C(C=C2)F)=C1C=1OC2=C(N1)C=C(C=C2)SC(F)(F)F